C1(=CC=CC=C1)C1=C(C=C(C=C1C)C)C.[Li] Lithium phenyl-2,4,6-trimethylbenzene